1-azaspiro[4.4]nonane-1-carboxylate N1(CCCC12CCCC2)C(=O)[O-]